1-((1-(2-(2,6-dioxopiperidin-3-yl)-1,3-dioxoisoindolin-4-yl)piperidin-4-yl)methyl)piperidine-4-carboxylic acid O=C1NC(CCC1N1C(C2=CC=CC(=C2C1=O)N1CCC(CC1)CN1CCC(CC1)C(=O)O)=O)=O